OC1C[C@H]2[C@@H]3CC[C@](C(C)O)([C@]3(CC[C@@H]2[C@]2(CCC(C=C12)=O)C)C)O 6,17,20-trihydroxypregn-4-en-3-one